C(CCC(=O)OCC=C(CCC=C(C)C)C)(=O)OCC=C(CCC=C(C)C)C bis(3,7-dimethyloctan-2,6-dien-1-yl) succinate